CC1=NC=CC(=C1)C=1C=CC=C2[C@H](CCOC12)CNC(OC(C)(C)C)=O tert-butyl (S)-((8-(2-methylpyridin-4-yl)chroman-4-yl)methyl)carbamate